(R)-1-[(S)-2-(dicyclohexylphosphino)ferrocenyl]ethyl-dicyclohexylphosphine C1(CCCCC1)P(C=1[C-](C=CC1)[C@@H](C)P(C1CCCCC1)C1CCCCC1)C1CCCCC1.[CH-]1C=CC=C1.[Fe+2]